1-[4-(4-Hydroxyphenyl)-piperazin-1-yl]-2-(4-trifluoromethyl-phenyl)-ethanone OC1=CC=C(C=C1)N1CCN(CC1)C(CC1=CC=C(C=C1)C(F)(F)F)=O